tert-butyl (cyclobutylmethyl)((3R)-1-(1-(1-(4-(5-(4-methylpiperazin-1-yl)pyridin-3-yl)-1H-1,2,3-triazol-1-yl)ethyl)-2-oxo-1,2-dihydropyridin-4-yl)piperidin-3-yl)carbamate C1(CCC1)CN(C(OC(C)(C)C)=O)[C@H]1CN(CCC1)C1=CC(N(C=C1)C(C)N1N=NC(=C1)C=1C=NC=C(C1)N1CCN(CC1)C)=O